2,2-difluoroethyl-(2R,3S,5R)-2-((((1S,3S,6R)-6-(5-fluoropyrimidin-2-yl)bicyclo[4.1.0]heptan-3-yl)oxy)methyl)-5-methyl-3-(methylsulfonamido)pyrrolidine-1-carboxylate FC(COC(=O)N1[C@H]([C@H](C[C@H]1C)NS(=O)(=O)C)CO[C@@H]1C[C@@H]2C[C@@]2(CC1)C1=NC=C(C=N1)F)F